C(=CC1=CC=CC=C1)C1=CC=C(C=C1)N1N=C2C(=N1)C1=CC=CC=C1C=C2 2-(4-styryl-phenyl)-2H-naphtho[1,2-d]triazole